tert-butyl-7-fluoro-4-hydroxy-2,2,5-trimethyl-3,4-dihydroquinoline C(C)(C)(C)C1C(NC2=CC(=CC(=C2C1O)C)F)(C)C